C1=CC(=CC=2S(C3=CC(=CC=C3CC12)N)(=O)=O)N 3,6-thioxanthenediamine-10,10-dioxide